nickel(2+) oxide [Ni]=O